OCCC=1C=C(C=CC1N1CC(CC1)OC1=NC=C(C=C1)C(F)(F)F)C1=CCN(CC1)C(=O)[O-] 4-(3-(2-hydroxyethyl)-4-(3-(5-(trifluoromethyl)pyridin-2-yloxy)pyrrolidin-1-yl)phenyl)-5,6-dihydropyridine-1(2H)-carboxylate